2-bromo-3'-trifluoromethyl-acetophenone BrCC(=O)C1=CC(=CC=C1)C(F)(F)F